methyl (S)-4-(1-aminoethyl)-2-fluorobenzoate hydrochloride Cl.N[C@@H](C)C1=CC(=C(C(=O)OC)C=C1)F